(S)-8-chloro-6-(((1-(1-(difluoromethyl)cyclopropyl)-1H-1,2,3-triazol-4-yl)(2-ethyl-6-fluoropyridin-3-yl)methyl)amino)-4-(neopentylamino)quinoline-3-carbonitrile ClC=1C=C(C=C2C(=C(C=NC12)C#N)NCC(C)(C)C)N[C@@H](C=1C(=NC(=CC1)F)CC)C=1N=NN(C1)C1(CC1)C(F)F